O=C1C(O)=C(O)[C@H](O1)[C@@H](O)CO.C(CCCCC)C(C(=O)O)CCCCCCCC (2-hexyldecanoic acid) ascorbate